CC(COC=1C=C(C=CC1)C(C)=O)C 1-[3-(2-Methyl-propoxy)phenyl]-ethan-1-one